C=1(C(=CC=C2SC3=CC=CC=C3NC12)[NH3+])[NH3+] PhenothiazineDiaminium